ClC1=CC=C(S1)C(=O)NC[C@H]1CN(C(O1)=O)C1=CC=C(C=C1)N1C(COCC1)=O 5-chloro-N-[[(5S)-2-oxo-3-[4-(3-oxomorpholin-4-yl)phenyl]-1,3-oxazolidin-5-yl]methyl]thiophene-2-carboxamide